C1(=CC=CC=C1)C1=CC=CC=2C3=C(OC21)C=CC=C3O 6-Phenyldibenzo[b,d]furanol